COC1CC(C1)C(=O)NC1=CC(=C(C=C1)OC1=NC=C(C=C1)N1CCOCC1)C 3-methoxy-N-(3-methyl-4-((5-morpholinopyridin-2-yl)oxy)phenyl)cyclobutane-1-carboxamide